ClC=1C(=NC=CC1C1=C(C(=CC=C1)NC1=C(C(=CC=C1)CN1CC(C1)CO)F)Cl)C1=CC(=C(CN(C(OC(C)(C)C)=O)C[C@H]2NC(CC2)=O)C=C1)OC tert-Butyl (S)-(4-(3-chloro-4-(2-chloro-3-((2-fluoro-3-((3-(hydroxymethyl)azetidin-1-yl)methyl)phenyl)amino)phenyl)pyridin-2-yl)-2-methoxybenzyl)((5-oxopyrrolidin-2-yl)methyl)carbamate